[4-(azetidin-3-yl)phenyl]-imino-oxo-(trifluoromethyl)-λ6-sulfane N1CC(C1)C1=CC=C(C=C1)S(C(F)(F)F)(=O)=N